Cl.Cl.N1CCC(CC1)C1=C2C(=NC=C1)NC(=N2)C[C@H]2COCC2 |r| (Rac)-7-(4-piperidyl)-2-(tetrahydrofuran-3-ylmethyl)-3H-imidazo[4,5-b]pyridine, dihydrochloride